2-chloro-N,N-dimethylethane-1-amine ClCCN(C)C